tert-butyl (2-bromopyrimidin-5-yl)(methyl)carbamate BrC1=NC=C(C=N1)N(C(OC(C)(C)C)=O)C